9-(4-(4,4,5,5-tetramethyl-1,3,2-dioxaborolan-2-yl)phenyl)-9H-carbazole CC1(OB(OC1(C)C)C1=CC=C(C=C1)N1C2=CC=CC=C2C=2C=CC=CC12)C